C(C)(=O)N1N=C(C(=C1)C(=O)OCC)OCCCOCCOC ethyl 1-acetyl-3-[3-(2-methoxyethoxy) propoxy]-1H-pyrazole-4-carboxylate